4-formyl-4-methylpiperidine-1-carboxylic acid C(=O)C1(CCN(CC1)C(=O)O)C